C12(CC3CC(CC(C1)C3)C2)NC(N(C)C2=NC3=CC(=CC=C3N=C2)C=2C=NC(=CC2)OCCCN(C)C)=O 3-((3s,5s,7s)-adamantan-1-yl)-1-(7-(6-(3-(dimethylamino)propoxy)pyridin-3-yl)quinoxalin-2-yl)-1-methylurea